1H-indole-3-carboxylic acid monomethanesulfonate CS(=O)(=O)O.N1C=C(C2=CC=CC=C12)C(=O)O